Br[Zn]C1CC(OCC1)C=1C=NN(C1)C(F)(F)F bromo-[2-[1-(trifluoromethyl)pyrazol-4-yl]tetrahydropyran-4-yl]zinc